CC1=C(OCC(=O)O)C=CC(=C1)SCN1N=CN(C1=O)C1=CC=C(C=C1)OC(F)(F)F 2-(2-Methyl-4-(((5-oxo-4-(4-(trifluoromethoxy)phenyl)-4,5-dihydro-1H-1,2,4-triazol-1-yl)methyl)thio)phenoxy)acetic acid